6-methoxy-2-methyl-1-(trifluoromethyl)-3,4-dihydro-1H-isoquinolin-7-amine COC=1C=C2CCN(C(C2=CC1N)C(F)(F)F)C